C1CCC12CN(CCC2)[C@H]2[C@H](CCC2)OC=2C=C1CN(C(C1=CC2)=O)C2C(NC(CC2)=O)=O 3-(5-(((1s,2r)-2-(6-azaspiro[3.5]non-6-yl)cyclopentyl)oxy)-1-oxoisoindolin-2-yl)piperidine-2,6-dione